ClC=1C=CC=2C(=C3N(C2C1C=1C(=NN(C1C)C)C)[C@@H](CN(C3=O)C3=CC=NC1=CC=C(C=C31)C(=O)O)C)CCCOC3=CC(=C(C(=C3)C)Cl)C (R)-4-(7-Chloro-10-(3-(4-chloro-3,5-dimethylphenoxy)propyl)-4-methyl-1-oxo-6-(1,3,5-trimethyl-1H-pyrazol-4-yl)-3,4-dihydropyrazino[1,2-a]indol-2(1H)-yl)quinoline-6-carboxylic Acid